BrCC1=C([C@@H](N=C(N1)C=1SC=CN1)C1=C(C(=C(C=C1)F)F)Cl)C(=O)OCC |o1:4| (R*)-Ethyl 6-(bromomethyl)-4-(2-chloro-3,4-difluorophenyl)-2-(thiazol-2-yl)-1,4-dihydropyrimidine-5-carboxylate